[N+](=O)([O-])C1=C2C=CNC2=CC=C1 4-nitroindole